C(C1=CC=CC=C1)ON1C(N2[C@@H](C3=C([C@@H]1C2)C=NN3C)/C(/NC)=N/OC(C(=O)OC(C)(C)C)(C)C)=O Tert-butyl 2-((((Z)-((4r,8s)-5-(benzyloxy)-1-methyl-6-oxo-4,5,6,8-tetrahydro-1H-4,7-methanopyrazolo[3,4-e][1,3]diazepin-8-yl) (methylamino) methylene) amino) oxy)-2-methylpropionate